1-octylnonyl 8-[3-[2-[2-[2-[2-[2-(1-methyl-4-piperidyl)acetyl]oxyethoxy]ethoxy]ethoxy]ethoxy]-2-[8-(1-octylnonoxy)-8-oxo-octoxy]propoxy]octanoate CN1CCC(CC1)CC(=O)OCCOCCOCCOCCOCC(COCCCCCCCC(=O)OC(CCCCCCCC)CCCCCCCC)OCCCCCCCC(=O)OC(CCCCCCCC)CCCCCCCC